9,9-dimethyl-9H-fluorene-4-amine CC1(C2=CC=CC=C2C=2C(=CC=CC12)N)C